O1COC(C1C(=O)[O-])C(=O)[O-] 1,3-dioxolane-4,5-dicarboxylate